2-isocyanatomethyl-2-(3-isocyanatopropyl)-5-(2-isocyanatoethyl)-bicyclo-[2.2.1]-heptane N(=C=O)CC1(C2CC(C(C1)C2)CCN=C=O)CCCN=C=O